C1=CC=CC2=C1C=NC1=C(S2)C=CC=C1 dibenzo[b,f][1,4]thiazepin